ClC1=CC=C(C=C1)C=1C=C(C(N(N1)C1=CC(=CC=C1)F)=O)C(=O)N[C@@H]1CS(C[C@@H]1O)=O 6-(4-chlorophenyl)-2-(3-fluorophenyl)-N-[(cis)-4-hydroxy-1-oxidotetrahydro-thiophen-3-yl]-3-oxo-2,3-dihydropyridazine-4-carboxamide